C1(CCCCCCCCC(=O)OCC=2C(=CC=CC2)CO1)=O xylylene sebacate